N-(5-bromo-2-nitrophenyl)-1-{2-[(tert-butyldimethylsilyl)oxy]ethyl}-3-methylpyrrolidin-3-amine BrC=1C=CC(=C(C1)NC1(CN(CC1)CCO[Si](C)(C)C(C)(C)C)C)[N+](=O)[O-]